4-(2-{4-[(tert-butoxy)carbonyl]piperazin-1-yl}ethyl)pyridine-2-carboxylic acid C(C)(C)(C)OC(=O)N1CCN(CC1)CCC1=CC(=NC=C1)C(=O)O